CO[C@@H]1[C@H](CNC1)CN1C(C(=CC2=C1N=C(N=C2)NC=2C=NC(=CC2)N2CCOCC2)C2=CC=CC=C2)=O 8-(((3R,4R)-4-methoxypyrrolidin-3-yl)methyl)-2-((6-morpholinopyridin-3-yl)amino)-6-phenylpyrido[2,3-d]pyrimidin-7(8H)-one